7,7-difluoro-9,13-dioxa-4,5,18,19-tetraazatetracyclo[12.5.2.12,5.017,20]docosa-1(19),2(22),3,14(21),15,17(20)-hexaene FC1(CN2N=CC(C3=NNC=4C=CC(OCCCOC1)=CC34)=C2)F